BrC1=C2CC(NC2=CC(=C1C)C)=O 4-bromo-5,6-dimethyl-indolin-2-one